FC1=CC=C(CC[C@]2(CN(CC2)C2(COC2)C=2C=CC(=NC2)C)C2COC2)C=C1 |o1:7| (R or S)-5-(3-(3-(4-fluorophenethyl)-3-(oxetan-3-yl)pyrrolidin-1-yl)oxetan-3-yl)-2-methylpyridine